(((5-chlorobenzo[d]oxazol-2-yl)methyl)thio)-1-phenyl-1,5-dihydro-4H-pyrazolo[3,4-d]pyrimidin-4-one ClC=1C=CC2=C(N=C(O2)CSC2=NN(C=3N=CNC(C32)=O)C3=CC=CC=C3)C1